4-({[(9,10-difluoro-7-oxo-2,3-dihydro[1,4]oxazino[2,3,4-ij]quinolin-6-yl)methyl][(3S)-1-(pyrazin-2-yl)hexahydropyridin-3-yl]amino}methyl)pyridine-2-carbonitrile FC=1C=C2C(C(=CN3C2=C(C1F)OCC3)CN([C@@H]3CN(CCC3)C3=NC=CN=C3)CC3=CC(=NC=C3)C#N)=O